C1(CCCCC1)[Si](OC)(OC)C cyclohexyl-(methyl)dimethoxysilane